ClC=1SC(=CC1CCN1N=C(C=2C1=NC(=CN2)N2CC(C2)[C@@H]2CN(CCC2)CCO)C#C)Cl 2-((3R)-3-(1-(1-(2-(2,5-dichlorothien-3-yl)ethyl)-3-ethynyl-1H-pyrazolo[3,4-b]pyrazin-6-yl)azetidin-3-yl)piperidin-1-yl)ethan-1-ol